methyl 1-(5-((2,6-difluorophenyl)ethynyl)-2,3-dihydro-1H-inden-1-yl)piperidine-4-carboxylate FC1=C(C(=CC=C1)F)C#CC=1C=C2CCC(C2=CC1)N1CCC(CC1)C(=O)OC